Benzyl ((1-(4-bromopyridin-2-yl)cyclopropyl)(methyl)(oxo)-λ6-sulfanylidene)carbamate BrC1=CC(=NC=C1)C1(CC1)S(=O)(C)=NC(OCC1=CC=CC=C1)=O